ClC=1C=C(C=C(C1F)Cl)C1(CC(=NO1)N(C=1C=CC(=C(C=O)C1)F)COCC)C(F)(F)F 5-((5-(3,5-dichloro-4-fluorophenyl)-5-(trifluoromethyl)-4,5-dihydroisoxazol-3-yl)(ethoxymethyl)amino)-2-fluorobenzaldehyde